1-((5-(3-(2,6-dichlorophenyl)azetidin-1-yl)pyridin-2-yl)methyl)piperidine-4-carboxylic acid ClC1=C(C(=CC=C1)Cl)C1CN(C1)C=1C=CC(=NC1)CN1CCC(CC1)C(=O)O